C=CN1CCOC1=O n-vinyloxazolidinone